O1CC2=C1C=CC=C2 benzoxetine